bis(3,4,5-trimethoxyphenyl)chlorophosphine COC=1C=C(C=C(C1OC)OC)P(Cl)C1=CC(=C(C(=C1)OC)OC)OC